Cl.NC\C=C(\CS(=O)(=O)C1=C(OCC2=CC=C(C=C2)S(=O)(=O)NC(C)C)C=CC=C1)/F (Z)-4-((2-((4-amino-2-fluorobut-2-en-1-yl)sulfonyl)phenoxy)methyl)-N-isopropylbenzenesulfonamide hydrochloride